FC1=CC2=CN(N=C2C(=C1)C(=O)N)C1=C(C=C(C=C1)CNC)F 5-fluoro-2-{2-fluoro-4-[(methylamino)methyl]phenyl}-2H-indazole-7-carboxamide